(S)-2-(3,3-diethylureido)-4-((2-(3,5-dimethyl-1H-pyrazol-1-yl)ethyl)(4-(5,6,7,8-tetrahydro-1,8-naphthyridin-2-yl)butyl)amino)butanoic acid C(C)N(C(N[C@H](C(=O)O)CCN(CCCCC1=NC=2NCCCC2C=C1)CCN1N=C(C=C1C)C)=O)CC